ClC1=CC=C(N=N1)OCC1=C(N=NN1C1=CC=C(C=C1)C(F)F)/C=N/O (E)-5-(((6-Chloropyridazin-3-yl)oxy)methyl)-1-(4-(difluoromethyl)phenyl)-1H-1,2,3-triazole-4-carbaldehyde oxime